6-methyl-2-(2-aminoethoxy)methyl-4-(2-chlorophenyl)-1,4-dihydro-3,5-pyridinedicarboxylic acid methyl ethyl ester C(C)OC(=O)C=1C(C(=C(NC1C)COCCN)C(=O)OC)C1=C(C=CC=C1)Cl